2-cyclopropylpyrimidine-5-carboxylic acid C1(CC1)C1=NC=C(C=N1)C(=O)O